tert-butyl (S)-2-(6-bromopyridin-2-yl)pyrrolidine-1-carboxylate BrC1=CC=CC(=N1)[C@H]1N(CCC1)C(=O)OC(C)(C)C